O[13C@@H]([13C](=O)O)[13CH2][13CH2][13C](=O)O D-2-hydroxyglutaric acid-13C5